2,4-difluoro-3-[[3-methyl-1-(oxan-2-yl)pyrazolo[3,4-b]pyridin-5-yl]methoxyphenyl]-5-fluoro-2-methoxypyridine-3-sulfonamide FC1(N=CC(=C(C1(S(=O)(=O)N)C1=C(C=CC=C1)OCC=1C=C2C(=NC1)N(N=C2C)C2OCCCC2)F)F)OC